5-(((R)-1-((R)-2-hydroxy-3-oxo-3-(4-(5-(trifluoromethyl)pyrimidin-2-yl)piperazin-1-yl)propoxy)-3-(trifluoromethoxy)propan-2-yl)amino)-4-(trifluoromethyl)pyridazin-3(2H)-one O[C@H](COC[C@H](COC(F)(F)F)NC1=C(C(NN=C1)=O)C(F)(F)F)C(N1CCN(CC1)C1=NC=C(C=N1)C(F)(F)F)=O